N=1N=CN2C1CN(CC2)C(=O)C=2C(=C(C(=CC2CCCCC)O)C2CCCC(=C2)C)O (5,6-dihydro-[1,2,4]triazolo[4,3-a]pyrazin-7(8H)-yl)(2,6-dihydroxy-5'-methyl-4-pentyl-1',2',3',4'-tetrahydro-[1,1'-biphenyl]-3-yl)methanone